N1CC(C1)=CC1=CC=C(C=C1)C1=C(CCCC2=C1C=CC(=C2)C(=O)OC)Br methyl 9-(4-(azetidin-3-ylidenemethyl)phenyl)-8-bromo-6,7-dihydro-5H-benzo[7]annulene-3-carboxylate